C(=CCCCCC)(C(=O)[O-])C(=O)[O-].[Na+].[Na+] Disodium heptenedicarboxylate